C[Si](CC([C@@H](C(C)C)CS(=O)(=O)C1=CC=CC=C1)S(=O)(=O)C1=CC=CC=C1)(C)C trimethyl{(3s)-4-methyl-2-(phenylsulfonyl)-3-[(phenylsulfonyl)methyl]pentyl}-silane